methyl 2-(benzo[d][1,3]dioxole-5-carboxamido)-4-methylpentanoate O1COC2=C1C=CC(=C2)C(=O)NC(C(=O)OC)CC(C)C